F[C@H]1CN(CC[C@H]1NC=1C=2N(C=CN1)C(=C(N2)C#CCNC2=C(C=C(C=C2)S(=O)(=O)C)OC)C=C)C N-((3S,4R)-3-fluoro-1-methylpiperidin-4-yl)-2-(3-((2-methoxy-4-(methylsulfonyl)phenyl)amino)prop-1-yn-1-yl)-3-vinylimidazo[1,2-a]pyrazin-8-amine